C1(CC1)CCC(C=1C=NC=CC1)(NC(CC)=O)C=1C=CC(=C(C1)NC(=O)C1=CC(=NN1)C(F)(F)F)F N-(5-(3-cyclopropyl-1-propionamido-1-(pyridin-3-yl)propyl)-2-fluorophenyl)-3-(trifluoromethyl)-1H-pyrazole-5-carboxamide